C(C)(C)(C)OC(=O)N1CC(C1)C1=CC=C2C=NN(C2=C1)C 3-(1-methyl-1H-indazol-6-yl)azetidine-1-carboxylic acid tert-butyl ester